rac-5-((3aR,6aS)-1,2,3,3a,4,6a-hexahydrocyclopenta[c]pyrrol-5-yl)-3-(2-methoxypyridin-4-yl)-6-methyl-1H-indazole C1NC[C@H]2[C@@H]1C=C(C2)C=2C=C1C(=NNC1=CC2C)C2=CC(=NC=C2)OC |r|